β-Hydroxy-β-methylbutyric acid OC(CC(=O)O)(C)C